(S)-3-[p-(benzyloxy)phenyl]-2-[(tert-butyl)(oxycarbonylamino)]propionic acid C(C1=CC=CC=C1)OC1=CC=C(C=C1)C[C@@H](C(=O)O)NC(=O)OC(C)(C)C